N1(CCOCC1)C1=CC(=NC(=C1)N1CCOCC1)NC1=NC=NC2=CC(=C(C=C12)NC(CCCC(=O)OC)=O)OC methyl 5-((4-((4,6-dimorpholinylpyridin-2-yl) amino)-7-methoxyquinazolin-6-yl) amino)-5-oxopentanoate